5α-ergosta-22-en-6-one CC(C)[C@@H](C)C=C[C@@H](C)[C@H]1CC[C@H]2[C@@H]3CC([C@H]4CCCC[C@]4(C)[C@H]3CC[C@]12C)=O